OC[C@H](C1=CC=CC=C1)NC1=NC(=NC=C1C=1OC(=NN1)C(C)C)NC1=CC(=C(C(=O)N)C=C1)C 4-[[4-[[(1S)-2-hydroxy-1-phenyl-ethyl]amino]-5-(5-isopropyl-1,3,4-oxadiazol-2-yl)pyrimidin-2-yl]amino]-2-methyl-benzamide